C(C)(C)(C)OC(NC=1SC2=C(N1)C=CC=C2C2=NC=CC=C2)=O (7-(pyridin-2-yl)benzo[d]thiazol-2-yl)carbamic acid tert-butyl ester